N-(5-chloro-2,3-dihydrobenzofuran-3-yl)-1-((1S,3R)-3-(methylcarbamoyl)cyclopentyl)-2-(3,4,5-trimethoxyphenyl)-1H-benzo[d]imidazole-6-carboxamide ClC=1C=CC2=C(C(CO2)NC(=O)C=2C=CC3=C(N(C(=N3)C3=CC(=C(C(=C3)OC)OC)OC)[C@@H]3C[C@@H](CC3)C(NC)=O)C2)C1